CN(C)\C=C/1\CS(CCC1=O)(=O)=O (E)-3-((dimethylamino)methylene)tetrahydro-4H-thiopyran-4-one 1,1-dioxide